O[C@]1(CN(OC1)C(=O)C=1N(C=C2N(C(N(C(C21)=O)C)=O)CC(C)C)CC2=NC=CC=C2)C (S)-5-(4-hydroxy-4-methylisoxazolidine-2-carbonyl)-1-isobutyl-3-methyl-6-(pyridin-2-ylmethyl)-1,6-dihydro-2H-pyrrolo[3,4-d]pyrimidine-2,4(3H)-dione